N1=CC(=CC=C1)NC(=S)NC1CCN(CC1)C1=NC=CC(=C1)C1=C(C=CC=C1)C(F)(F)F 1-(pyridin-3-yl)-3-(1-(4-(2-(trifluoromethyl)phenyl)pyridin-2-yl)piperidin-4-yl)thiourea